(S)-N-(3-(azetidine-1-sulfonylimino)phenyl)-4-((2-hydroxyethyl)sulfonylamino)-2-(6-azaspiro[2.5]oct-6-yl)benzamide N1(CCC1)S(=O)(=O)N=C1CC(=CC=C1)NC(C1=C(C=C(C=C1)NS(=O)(=O)CCO)N1CCC2(CC2)CC1)=O